C(C)(C)S(=O)(=O)C1=C(C=CC=C1)NC1=NC(=NC=C1C(F)(F)F)S(=O)(=O)C N-(2-isopropylsulfonylphenyl)-2-methylsulfonyl-5-(trifluoromethyl)pyrimidin-4-amine